FC1=C(C#N)C=CC(=C1)C1=CC(=CC=2N1N=CN2)N2C(CCC2)=O 2-fluoro-4-[7-(2-oxopyrrolidin-1-yl)-[1,2,4]triazolo[1,5-a]pyridin-5-yl]benzonitrile